4-methoxyphenyl 4-O-acetyl-3,6-di-O-benzyl-2-deoxy-2-(1,3-dioxido-1,3-dihydro-2H-isoindol-2-yl)-β-D-glucopyranoside C(C)(=O)O[C@H]1[C@@H]([C@H]([C@H](OC2=CC=C(C=C2)OC)O[C@@H]1COCC1=CC=CC=C1)N1C(C2=CC=CC=C2C1[O-])[O-])OCC1=CC=CC=C1